(2R)-2-(3,5-difluorophenyl)-2-hydroxyacetic acid FC=1C=C(C=C(C1)F)[C@H](C(=O)O)O